N-{[5-(trifluoromethyl)(2-pyridyl)]methyl}formamide FC(C=1C=CC(=NC1)CNC=O)(F)F